N-(5-carbamoyl-2-methylphenyl)-2-(4-fluoro-2-methylphenoxy)-4-(trifluoromethyl)benzamide C(N)(=O)C=1C=CC(=C(C1)NC(C1=C(C=C(C=C1)C(F)(F)F)OC1=C(C=C(C=C1)F)C)=O)C